4-(5-(2,6-dimethylphenoxy)-1-(2-hydroxy-2-methylpropyl)-2-oxo-1,2-dihydropyridin-4-yl)-6-methyl-1,6-dihydro-7H-pyrrolo[2,3-c]pyridin-7-one CC1=C(OC=2C(=CC(N(C2)CC(C)(C)O)=O)C=2C3=C(C(N(C2)C)=O)NC=C3)C(=CC=C1)C